CN1N=CC(=C1C1=NC=C(C(=N1)N1CCN(CC1)C(=O)N1N=CCC1C=1N=C(SC1)C)F)C (4-(2-(1,4-dimethyl-1H-pyrazol-5-yl)-5-fluoropyrimidin-4-yl)piperazin-1-yl)(5-(2-methylthiazol-4-yl)-4,5-dihydro-1H-pyrazol-1-yl)methanone